C(#N)C1=CC(=C(C=C1)N1CC(N(C2(CN(C2)C=2C=CC(=C(C(=O)OC)C2)NC)C1=O)CC1=CC=C(C=C1)C(F)(F)F)=O)F methyl 5-(8-(4-cyano-2-fluorophenyl)-6,9-dioxo-5-(4-(trifluoromethyl)benzyl)-2,5,8-triazaspiro[3.5]nonan-2-yl)-2-(methylamino)-benzoate